4-{[3-Methoxy-4-(1-methyl-1H-1,2,4-triazol-3-yl)pyridin-2-yl]amino}-6-[(6-methoxypyridin-2-yl)amino]-N-(2H3)methylpyridazin-3-carboxamid COC=1C(=NC=CC1C1=NN(C=N1)C)NC1=C(N=NC(=C1)NC1=NC(=CC=C1)OC)C(=O)NC([2H])([2H])[2H]